cumyl-tolyl-iodonium chloride [Cl-].C(C)(C)(C1=CC=CC=C1)[I+]C1=C(C=CC=C1)C